C(C)(C)NC=1C(N(C(=CC1)C)C1=CC(=NC=C1C)C1=CC=NC=C1)=O (isopropylamino)-5',6-dimethyl-2H-[1,4':2',4''-terpyridin]-2-one